(1R,5S,6S,7R)-7-(Bis(4-methoxyphenyl)(phenyl)methoxy)-3-hydroxy-8-methyl-8-azabicyclo[3.2.1]octan-6-yl acetate C(C)(=O)O[C@H]1[C@@H]2CC(C[C@H]([C@H]1OC(C1=CC=CC=C1)(C1=CC=C(C=C1)OC)C1=CC=C(C=C1)OC)N2C)O